tert-butyl-trans-4-((4-(4-((2,6-dioxopiperidin-3-yl)amino)-2-fluorophenyl)piperidin-1-yl)methyl)cyclohexane-1-carboxylate C(C)(C)(C)OC(=O)[C@@H]1CC[C@H](CC1)CN1CCC(CC1)C1=C(C=C(C=C1)NC1C(NC(CC1)=O)=O)F